N-(amino(4-((methylamino)methyl)phenyl)(oxo)-λ6-sulfaneylidene)-2-(6-(difluoromethyl)-2,4-diisopropylpyridin-3-yl)acetamide NS(=NC(CC=1C(=NC(=CC1C(C)C)C(F)F)C(C)C)=O)(=O)C1=CC=C(C=C1)CNC